N1(CCCC1)CCCOC1C[C@H](N(C1)C(=O)OC(C)(C)C)C(=O)OC O1-tert-butyl O2-methyl (2S)-4-(3-pyrrolidin-1-ylpropoxy)pyrrolidine-1,2-dicarboxylate